2-(((3,5-Dichloropyridin-4-yl)methyl)sulfanyl)-5,6,7,8-tetrahydroquinazolin-4(3H)-one ClC=1C=NC=C(C1CSC1=NC=2CCCCC2C(N1)=O)Cl